(R)-N-(1-(5-amino-2-fluoro-3-(trifluoromethyl)phenyl)ethyl)-5-bromo-2-fluoronicotinamide NC=1C=C(C(=C(C1)[C@@H](C)NC(C1=C(N=CC(=C1)Br)F)=O)F)C(F)(F)F